3-Bromo-8-(methoxy-d3)-2-(trifluoromethyl)-4H-pyrimido[1,2-a]pyrimidin-4-one BrC1=C(N=C2N(C1=O)C=CC(=N2)OC([2H])([2H])[2H])C(F)(F)F